OC=1C=C(C=CC1O)CC(=O)O L-3,4-dihydroxyphenylacetic acid